O[C@@H](C(=O)O)[C@H](C(=O)O)OC(\C=C\C1=CC=C(C=C1)O)=O (2R,3R)-2-Hydroxy-3-(((E)-3-(4-hydroxyphenyl)acryloyl)oxy)succinic acid